O1CCN(CC=2C1=CC=1C=CC=NC1C2)CC=2C=C(C=CC2C)C(C(C(=O)O)(C)C)C2=C(C1=C(N(N=N1)C)C=C2)C 3-(3-((2,3-dihydro-[1,4]oxazepino[7,6-g]quinolin-4(5H)-yl)methyl)-4-methylphenyl)-3-(1,4-dimethyl-1H-benzo[d][1,2,3]triazol-5-yl)-2,2-dimethylpropanoic acid